CS(=O)(=O)OCCCCNC(=O)C1=CC(=NC2=CC=CC=C12)C1=CC=C(C=C1)OCC 4-(2-(4-ethoxyphenyl)quinoline-4-carboxamido)butyl methane-sulfonate